N-(3-chloro-4-(4-(4-methylpiperazin-1-yl)piperidin-1-yl)phenyl)-4-(1H-indol-3-yl)-5-trifluoromethylpyrimidin-2-amine ClC=1C=C(C=CC1N1CCC(CC1)N1CCN(CC1)C)NC1=NC=C(C(=N1)C1=CNC2=CC=CC=C12)C(F)(F)F